(2-hydroxyethyl)dimethyl-(3-sulfopropyl)ammonium hydroxide [OH-].OCC[N+](CCCS(=O)(=O)O)(C)C